7-bromo-2-chloro-N-(pyrimidin-4-ylmethyl)pyrrolo[2,1-f][1,2,4]triazin-4-amine BrC1=CC=C2C(=NC(=NN21)Cl)NCC2=NC=NC=C2